ClC1=CC(=NC=C1)NC(=S)N1CCN(CC1)C1=CC=C(C=C1)[N+](=O)[O-] N-(4-chloro-2-pyridinyl)-4-(4-nitrophenyl)piperazine-1-thiocarboxamide